COC=1C=C2C(=CN(C2=CC1)S(=O)(=O)C1=CC=C(C)C=C1)CC1=CC(=C(C(=C1)C)O)C 4-((5-methoxy-1-p-toluenesulfonyl-1H-indol-3-yl)methyl)-2,6-dimethylphenol